ClC1=NC=2N(C(=C1)N(C)CC1=CC=C(C=C1)OC)N=CC2NC(=O)N 1-(5-chloro-7-((4-methoxybenzyl)(methyl)amino)pyrazolo[1,5-a]pyrimidin-3-yl)urea